3-{[1-[(4,4-Difluoro-1-methylcyclohexyl)methyl]-1H-pyrazol-4-yl]-6-methylpyridin-2-yl}-2-methyl-2,3-dihydro-1H-isoindol-1-on FC1(CCC(CC1)(C)CN1N=CC(=C1)C=1C(=NC(=CC1)C)C1N(C(C2=CC=CC=C12)=O)C)F